2,6-dichloro-4-(1-(2,2,2-trifluoroethyl)azetidine-3-yl)pyridine ClC1=NC(=CC(=C1)C1CN(C1)CC(F)(F)F)Cl